6-(1-(8-isopropyl-8-azabicyclo[3.2.1]oct-3-yl)piperidin-4-yl)-1,4-dimethyl-2-(4-(methylsulfonyl)phenyl)-1H-benzo[d]imidazole C(C)(C)N1C2CC(CC1CC2)N2CCC(CC2)C=2C=C(C1=C(N(C(=N1)C1=CC=C(C=C1)S(=O)(=O)C)C)C2)C